(R)-N-(3-methylbutan-2-yl)-2-(3-nitrophenoxy)acetamide 2-(but-3-yn-1-yloxy)-5-(hydroxymethyl)phenyl-acetate mono(triethoxysilyl)borate C(C)O[Si](OCC)(OCC)OB(O)O.C(CC#C)OC1=C(C=C(C=C1)CO)CC(=O)O.CC([C@@H](C)NC(COC1=CC(=CC=C1)[N+](=O)[O-])=O)C